Ethyl (S)-3-(5-cyclopropyl-4-fluoro-2'-(hex-5-en-1-yl)-4'-methyl-[1,1'-biphenyl]-3-yl)-3-((R)-2-hydroxypent-4-enamido)propanoate C1(CC1)C=1C(=C(C=C(C1)C1=C(C=C(C=C1)C)CCCCC=C)[C@H](CC(=O)OCC)NC([C@@H](CC=C)O)=O)F